C(C)OC(=O)C(CCC(C(=O)O)(C1=CC=CC=C1)C1=CC=C(C=C1)F)(CCCC(=O)O)C(=O)OCC 5,5-Bis(ethoxycarbonyl)-2-(4-fluorophenyl)-2-phenylazelaic acid